lithium 2-(diphenylphosphoryl)pyridin-3-ol C1(=CC=CC=C1)P(=O)(C1=CC=CC=C1)C1=NC=CC=C1O.[Li]